Cl.Cl.C1(=CC(=CC=C1)N1N=NC(=C1)C1CCNCC1)C 4-(1-(m-tolyl)-1H-1,2,3-triazol-4-yl)piperidine dihydrochloride